C(C1=CC=CC=C1)C=1C(=NC=C(N1)C1=CC=CC=C1)NC(C(=O)OC(C)(C)C)CC1=CC(=CC=C1)C#N tert-Butyl 2-((3-benzyl-5-phenylpyrazin-2-yl)amino)-3-(3-cyanophenyl)propanoate